2-methyl-4-(4-methyl-2,5-dioxoimidazolidin-4-yl)benzoic acid CC1=C(C(=O)O)C=CC(=C1)C1(NC(NC1=O)=O)C